CN1C(C=2NC3=CC=CC=C3C2C=C1)=O 2-methyl-2,9-dihydro-1H-pyrido[3,4-b]indol-1-one